NC1=CC=C(C=C1)OC(C1=CC=C(C=C1)[N+](=O)[O-])=O 4-Aminophenyl-4-nitrobenzoate